5-(5-fluoro-3H-indenyl)-1H-imidazole FC=1C=C2CC=C(C2=CC1)C1=CN=CN1